N[C@@H]1CN(CC[C@H]1F)C1=NC2=C(N1CC(=O)N1C3COC(C1)C3)C=C(C(=C2)F)F 2-(2-((3R,4R)-3-Amino-4-fluoropiperidin-1-yl)-5,6-difluoro-1H-benzo[d]imidazol-1-yl)-1-(2-oxa-5-azabicyclo[2.2.1]heptan-5-yl)ethanon